ClC=1C=CC(=C(C1)CC(=O)N)C1=NN=NN1C(C1=CC=CC=C1)(C1=CC=CC=C1)C1=CC=CC=C1 2-(5-chloro-2-(1-trityl-1H-tetrazol-5-yl)phenyl)acetamide